3-(5-(1-methyl-2-phenyl-1H-imidazol-5-yl)-1-oxoisoindolin-2-yl)piperidine-2,6-dione CN1C(=NC=C1C=1C=C2CN(C(C2=CC1)=O)C1C(NC(CC1)=O)=O)C1=CC=CC=C1